5-bromo-2-(propan-2-yloxy)pyrimidine BrC=1C=NC(=NC1)OC(C)C